3-[(R)-2-hydroxypropyl]-6-nitro-1H-benzimidazol-2-one O[C@@H](CN1C(NC2=C1C=CC(=C2)[N+](=O)[O-])=O)C